methylenebis(N,N-diglycidyl-3-methylaniline) C(C1=C(N(CC2CO2)CC2CO2)C=CC=C1C)C1=C(N(CC2CO2)CC2CO2)C=CC=C1C